6-(3-methoxy-2-methylphenyl)-2-(5-morpholinopyridin-2-yl)-5,6,7,8-tetrahydrophthalazin-1(2H)-one COC=1C(=C(C=CC1)C1CC=2C=NN(C(C2CC1)=O)C1=NC=C(C=C1)N1CCOCC1)C